BrC1=CC(=C(C(=O)OC(C)(C)C)C=C1)[C@@]1([C@@H](C1)C(=O)OCC)C(F)(F)F tert-butyl 4-bromo-2-(trans-2-(ethoxycarbonyl)-1-(trifluoromethyl)cyclopropyl)benzoate